5-(4-bromophenyl)pyridin-2-yl-(methyl)carbamic acid tert-butyl ester C(C)(C)(C)OC(N(C)C1=NC=C(C=C1)C1=CC=C(C=C1)Br)=O